(S)-2-(4-(2-amino-5-chlorophenyl)-2,3-dioxopiperazin-1-yl)-3-phenylpropionic acid tert-butyl ester C(C)(C)(C)OC([C@H](CC1=CC=CC=C1)N1C(C(N(CC1)C1=C(C=CC(=C1)Cl)N)=O)=O)=O